CC(C)(CCC(C)(OOC(C(CCCC)CC)=O)C)OOC(C(CCCC)CC)=O 2,5-dimethyl-2,5-bis-(2-ethylhexanoylperoxy)hexane